(2S,3R,4R)-1-acetyl-4-((4-cyano-3-fluorophenyl)amino)-2-cyclopropyl-3-methyl-1,2,3,4-tetrahydroquinoline-6-carboxamide C(C)(=O)N1[C@H]([C@@H]([C@H](C2=CC(=CC=C12)C(=O)N)NC1=CC(=C(C=C1)C#N)F)C)C1CC1